N1=CN=C(C2=CC=CC=C12)N1CCC2(CN(C2)CC2=CC=C(C=C2)NS(=O)(=O)CC)CC1 N-(4-((7-(quinazolin-4-yl)-2,7-diazaspiro[3.5]nonan-2-yl)methyl)phenyl)ethanesulfonamide